FC(C(F)=N)=O difluoro diketone imine